ClC=1C=C(C=CC1C)[C@H](C(=O)NCC=1SC=C2C1CN(C2=O)C2C(NC(CC2)=O)=O)C (2R)-2-(3-chloro-4-methylphenyl)-N-((5-(2,6-dioxopiperidin-3-yl)-4-oxo-5,6-dihydro-4H-thieno[3,4-c]pyrrol-1-yl)methyl)propanamide